9,10-bis(tert-butoxycarbonylundecyloxy)anthracene C(C)(C)(C)OC(=O)CCCCCCCCCCCOC=1C2=CC=CC=C2C(=C2C=CC=CC12)OCCCCCCCCCCCC(=O)OC(C)(C)C